BrC=1C=CC2=C(N(C(=N2)C2=CC=C(C=C2)F)C)C1 6-bromo-2-(4-fluorophenyl)-1-methyl-1H-benzo[d]imidazole